3-(trihydroxysilyl)propyldimethyl-octadecyl-ammonium chloride [Cl-].O[Si](CCC[N+](CCCCCCCCCCCCCCCCCC)(C)C)(O)O